4-[4-(tert-butoxycarbonyl)piperazin-1-yl]-2-cyclopropylindazole-7-carboxylic acid C(C)(C)(C)OC(=O)N1CCN(CC1)C=1C2=CN(N=C2C(=CC1)C(=O)O)C1CC1